N-((4,4-difluorocyclohexyl)(5-((2-oxo-5-(trifluoromethyl)pyrrolidin-3-yl)methyl)benzo[d]oxazol-2-yl)methyl)-3-ethylisoxazole-4-carboxamide FC1(CCC(CC1)C(NC(=O)C=1C(=NOC1)CC)C=1OC2=C(N1)C=C(C=C2)CC2C(NC(C2)C(F)(F)F)=O)F